O=C1NC(CCC1N1C(C2=CC=C(C=C2C1=O)N1CC2N(C(C1)C2)CC2CCN(CC2)C2=CC=C(C=C2)C(=C(CC)C2=CC=CC=C2)C2=CC=C(C=C2)O)=O)=O 2-(2,6-dioxopiperidin-3-yl)-5-(6-((1-(4-(1-(4-hydroxyphenyl)-2-phenylbut-1-ene-1-yl)phenyl)piperidin-4-yl)methyl)-3,6-diazabicyclo[3.1.1]heptane-3-yl)isoindoline-1,3-dione